rel-(3aR,6aR)-2-[(1-methyl-2-oxabicyclo[3.1.1]heptan-5-yl)methyl]-5-[2-methyl-6-(trifluoromethyl)pyridin-3-yl]sulfonyl-1,3,3a,4,6,6a-hexahydropyrrolo[3,4-c]pyrrole CC12OCCC(C1)(C2)CN2C[C@@H]1CN(C[C@H]1C2)S(=O)(=O)C=2C(=NC(=CC2)C(F)(F)F)C |o1:11,15|